3-phenylpropanamine C1(=CC=CC=C1)CCCN